(2-((5-ethyl-2,3-dihydro-1H-inden-2-yl)amino)pyrimidin-5-yl)(6-oxa-1-azaspiro[3.3]hept-1-yl)methanone C(C)C=1C=C2CC(CC2=CC1)NC1=NC=C(C=N1)C(=O)N1CCC12COC2